tert-butyl 2-(4-fluoro-3,5-dimethylphenyl)-4-methyl-3-(2-oxo-2,3-dihydro-1H-imidazol-1-yl)-6,7-dihydropyrazolo[1,5-a]pyrazine-5(4H)-carboxylate FC1=C(C=C(C=C1C)C1=NN2C(C(N(CC2)C(=O)OC(C)(C)C)C)=C1N1C(NC=C1)=O)C